C(CCCCCCCC\C=C/CCCCCCCC(=O)N)CCCCCCCC\C=C/CCCCCCCC(=O)N Methylenebisoleic Acid Amide